C(N)(OC12CCC(CC1)(C2)N2C(=CC1=C2N=CN=C1Cl)C(OCC)OCC)=O (4-(4-chloro-6-(diethoxymethyl)-7H-pyrrolo[2,3-d]pyrimidin-7-yl) bicyclo[2.2.1]heptan-1-yl) carbamate